(S)-2-(3-(1-(2-(benzyloxy)ethyl)-5-(pentan-3-ylcarbamoyl)-1H-pyrazol-3-yl)phenyl)-N-(1-cyclopropylethyl)oxazole-5-carboxamide C(C1=CC=CC=C1)OCCN1N=C(C=C1C(NC(CC)CC)=O)C=1C=C(C=CC1)C=1OC(=CN1)C(=O)N[C@@H](C)C1CC1